C(C)OC1=CN=CC(=N1)C1=CC(=C(C=C1)NC(C(C)(C)C1=NC(=NC=C1)NS(=O)(=O)CC)=O)F N-(4-(6-ethoxypyrazin-2-yl)-2-fluorophenyl)-2-(2-(ethylsulfonamido)pyrimidin-4-yl)-2-methylpropanamide